FC1(O[C@H]([C@H](NC1)CNC1=NC=C(C=C1OC)C(F)(F)F)C)F N-(((2S,3R)-6,6-Difluoro-2-methylmorpholin-3-yl)methyl)-3-methoxy-5-(trifluoromethyl)pyridin-2-amine